3-(1,4-dimethyl-1H-benzo[d][1,2,3]triazol-5-yl)-3-(3-(((R)-2-ethyl-2,3-dihydro-[1,4]oxazepino[7,6-g]quinolin-4(5H)-yl)methyl)-4-methylphenyl)propanoic acid CN1N=NC2=C1C=CC(=C2C)C(CC(=O)O)C2=CC(=C(C=C2)C)CN2C[C@H](OC1=CC=3C=CC=NC3C=C1C2)CC